C(C1=CC=CC=C1)OCC(CC1(CCCC1)C#N)O 1-(3-(benzyloxy)-2-hydroxypropyl)cyclopentane-1-carbonitrile